N-(bis(4-nitrophenyl)methylene)-aniline [N+](=O)([O-])C1=CC=C(C=C1)C(=NC1=CC=CC=C1)C1=CC=C(C=C1)[N+](=O)[O-]